[I-].C(C1=CC=CC=C1)(=O)OC1=C(C=CC=C1)CC(=O)OC(C(C)C)[N+]1(CCC=C(C1)C1=NSN=C1OCCCCCC)C 1-(1-(2-(2-(Benzoyloxy)phenyl)acetoxy)-2-methylpropyl)-5-(4-(hexyloxy)-1,2,5-thiadiazol-3-yl)-1-methyl-1,2,3,6-tetrahydropyridin-1-ium iodide